C(C=C)(=O)N1CC2(C1)CN(CC2)C2=NC(=NC(=C2C#N)C2=C1C=NNC1=CC=C2C)OCC2=NC=CC=C2 4-(2-acryloyl-2,6-diazaspiro[3.4]octan-6-yl)-6-(5-methyl-1H-indazol-4-yl)-2-(pyridin-2-ylmethoxy)pyrimidine-5-carbonitrile